(Z)-3-((tert-butylamino)methylene)-6-chloro-2-(4-hydroxyphenyl)-7-methylchroman-4-one C(C)(C)(C)N\C=C/1\C(OC2=CC(=C(C=C2C1=O)Cl)C)C1=CC=C(C=C1)O